5-(4-((4-(((R)-3-((5-chloro-4-(6-methylpyridin-3-yl)pyrimidin-2-yl)amino)pyrrolidine-1-yl)methyl)piperidin-1-yl)methyl)piperidin-1-yl)-2-(2,6-dioxopiperidin-3-yl)isoindoline ClC=1C(=NC(=NC1)N[C@H]1CN(CC1)CC1CCN(CC1)CC1CCN(CC1)C=1C=C2CN(CC2=CC1)C1C(NC(CC1)=O)=O)C=1C=NC(=CC1)C